tri(dimethylamino)phenylphosphine CN(C)C1=C(C(=C(C=C1)P)N(C)C)N(C)C